5-[1-(3,5-dichlorophenyl)-3-(3,3-dimethylmorpholine-4-carbonyl)-7-hydroxy-4,5-dihydrobenzo[g]indazol-8-yl]pyridine-3-carboxamide ClC=1C=C(C=C(C1)Cl)N1N=C(C=2CCC3=C(C12)C=C(C(=C3)O)C=3C=C(C=NC3)C(=O)N)C(=O)N3C(COCC3)(C)C